(S)-4-(7-Chloro-8-fluoro-2-(methylthio)pyrido[4,3-d]pyrimidin-4-yl)-1,4-oxazepan-6-ol ClC1=C(C=2N=C(N=C(C2C=N1)N1CCOC[C@H](C1)O)SC)F